IC1=CC(=CC(=C1)C(F)(F)F)C(F)(F)F 1-iodo-3,5-bis(trifluoromethyl)benzene